2-bromo-4-(5-chloro-2-methoxyphenyl)thiazol-5-amine BrC=1SC(=C(N1)C1=C(C=CC(=C1)Cl)OC)N